1,3,5-tris(dimethylaminopropyl)hexahydrotriazineGamma-linolenic acid CN(C)CCCN1NN(C(C(C1)CCCN(C)C)CCCCC\C=C/C\C=C/C\C=C/CCCCC(=O)O)CCCN(C)C